3-[[2-(Difluoromethyl)-5-(4-fluoro-3-methyl-phenyl)-3-pyridyl]methyl]oxazolidin-2-one FC(C1=NC=C(C=C1CN1C(OCC1)=O)C1=CC(=C(C=C1)F)C)F